2,2-bis(3'-methyl-4'-hydroxyphenyl)propane CC=1C=C(C=CC1O)C(C)(C)C1=CC(=C(C=C1)O)C